ClC=1N=C2C(=C(C(N(C2=CC1)C)=O)C#N)N1CCN(CC1)CC1=CC(=C(C=C1)Cl)F 6-chloro-4-{4-[(4-chloro-3-fluorophenyl)methyl]piperazin-1-yl}-1-methyl-2-oxo-1,2-dihydro-1,5-naphthyridine-3-carbonitrile